3-oxo-piperazin O=C1CNCCN1